4-(2-(4-cyanobenzyl)-2H-tetrazol-5-yl)-2-methoxybenzenesulfonamide C(#N)C1=CC=C(CN2N=C(N=N2)C2=CC(=C(C=C2)S(=O)(=O)N)OC)C=C1